methyl N-[6-(azetidin-1-yl)pyridin-2-yl]carbamate N1(CCC1)C1=CC=CC(=N1)NC(OC)=O